1-(allyloxy)-3-(propargyloxy)-2-propanol C(C=C)OCC(COCC#C)O